((2R,3R,4S,5S,6S)-3,4,5,6-tetrakis(benzyloxy)tetrahydro-2H-pyran-2-yl)methanamine C(C1=CC=CC=C1)O[C@@H]1[C@H](O[C@@H]([C@H]([C@H]1OCC1=CC=CC=C1)OCC1=CC=CC=C1)OCC1=CC=CC=C1)CN